FC1(CCC(CC1)N1N=CC2=C1N=C(NC2=O)SCC=2OC1=C(N2)C=C(C=C1)OC)F 1-(4,4-difluorocyclohexyl)-6-(((5-methoxybenzo[d]oxazol-2-yl)methyl)thio)-1,5-dihydro-4H-pyrazolo[3,4-d]pyrimidin-4-one